3-[[4-[(2R)-2-[[(4R)-2,2-dimethyl-1,3-dioxolan-4-yl]methylamino]-4-methyl-pentoxy]-6-(2,6-dimethylphenyl)pyrimidin-2-yl]sulfamoyl]benzoic acid CC1(OC[C@H](O1)CN[C@@H](COC1=NC(=NC(=C1)C1=C(C=CC=C1C)C)NS(=O)(=O)C=1C=C(C(=O)O)C=CC1)CC(C)C)C